4-(6-prop-2-enoxyhexyloxy)benzoic acid [4-[4-(6-prop-2-enoxyhexyloxy) benzoyl] oxy-3-[(E)-(quinoxalin-2-ylmethylene) methyl]-phenyl] ester C(C=C)OCCCCCCOC1=CC=C(C(=O)OC2=C(C=C(C=C2)OC(C2=CC=C(C=C2)OCCCCCCOCC=C)=O)/C=C/C2=NC3=CC=CC=C3N=C2)C=C1